(E)-1-(2-Hydroxyphenyl)-3-(4-nitro-3-phenylmethoxyphenyl)prop-2-en-1-one OC1=C(C=CC=C1)C(\C=C\C1=CC(=C(C=C1)[N+](=O)[O-])OCC1=CC=CC=C1)=O